C(C(C)C)(=O)OCC(C(CCC)O)(C)C 2,2-dimethyl-3-hydroxyhexyl isobutyrate